1-(4-(((2R,4S)-2'-chloro-2-methyl-4',5'-dihydrospiro[piperidine-4,7'-thieno[2,3-c]pyran]-1-yl)methyl)-1H-1,2,3-triazol-1-yl)-3-methylbutane-2,3-diol ClC1=CC2=C([C@@]3(OCC2)C[C@H](N(CC3)CC=3N=NN(C3)CC(C(C)(O)C)O)C)S1